FC1=CC=C(C=C1)C1(CCN(CC1)C1=NC(=CN=C1)C1=C(C=CC=C1)OC)O 4-(4-fluorophenyl)-1-(6-(2-methoxyphenyl)pyrazin-2-yl)piperidin-4-ol